4,6-Difluorobenzo[d]thiazol-2-amin FC1=CC(=CC2=C1N=C(S2)N)F